ClC1=C2C(=C(N=N1)N[C@H]1C[C@H](CC1)O)C=NC=C2 (1S,3R)-3-((1-chloropyrido[3,4-d]pyridazin-4-yl)amino)cyclopentan-1-ol